N-[(1R,3S)-3-{[6-chloro-2-(trifluoromethyl)quinolin-4-yl]amino}cyclohexyl]imidazo[1,2-a]pyrimidine-3-carboxamide ClC=1C=C2C(=CC(=NC2=CC1)C(F)(F)F)N[C@@H]1C[C@@H](CCC1)NC(=O)C1=CN=C2N1C=CC=N2